NC=1C2=C(N=CN1)N(C=C2C2=CC=C(C=C2)OC2=CC=CC=C2)C2CCC(CC2)=O 4-(4-amino-5-(4-phenoxyphenyl)-7H-pyrrolo[2,3-d]pyrimidin-7-yl)cyclohexanone